1-methyl-2-propene-1,3-sultone CC1C=COS1(=O)=O